N-(2-cyano-7-phenylisoindolin-5-yl)-1-methylpiperidine-3-carboxamide C(#N)N1CC2=C(C=C(C=C2C1)NC(=O)C1CN(CCC1)C)C1=CC=CC=C1